CC1(C(=O)O)C=CC(C(=O)O)(C=C1)C 1,4-dimethyl-terephthalic acid